C(CCCCCC)OC(CCCCCCCCC/C=C/C=C)OCCCCCCC (3E)-14,14-diheptoxy-1,3-tetradecadiene